2-hydroxymethyl-1,2-benzisothiazolin-3-one OCN1SC2=C(C1=O)C=CC=C2